ClC1=CC=C(C=C1)C=1NC=2N(C(C1)=O)N=CC2C2=CC=C(C=C2)F 5-(4-chlorophenyl)-3-(4-fluorophenyl)pyrazolo[1,5-a]pyrimidin-7(4H)-one